C(=O)C1CCC(CC1)C=1N(C2=CC(=C(C=C2C1)NC(=O)C1=NC(=CC=C1)C(F)(F)F)OC)C N-[2-(4-formylcyclohexyl)-6-methoxy-1-methyl-indol-5-yl]6-(trifluoromethyl)pyridine-2-Formamide